1-(1,2-Dimethoxyethyl)-4-fluoro-2-methoxy-benzene COC(COC)C1=C(C=C(C=C1)F)OC